(4-nitrobenzyl)-1H-imidazole-2-carboxylic acid ethyl ester C(C)OC(=O)C=1N(C=CN1)CC1=CC=C(C=C1)[N+](=O)[O-]